NCCCNCCCS(=O)(=O)O.[NH4+] ammonium N-(3-aminopropyl)-3-aminopropanesulfonic acid